N-(3-chlorobenzyl)propionamide ClC=1C=C(CNC(CC)=O)C=CC1